butane-1,2-diol bistrifluoroacetate FC(C(=O)O)(F)F.FC(C(=O)O)(F)F.C(C(CC)O)O